N-[4-[(E)-3-(3,4-Dihydroxyphenyl)prop-2-enoyl]phenyl]adamantane-1-carboxamide OC=1C=C(C=CC1O)/C=C/C(=O)C1=CC=C(C=C1)NC(=O)C12CC3CC(CC(C1)C3)C2